C1(CC1)C1=C(C(=NO1)C1=C(C=C(C=C1Cl)OC)Cl)CO[C@H]1[C@@H]2CN([C@H](C1)C2)C(=O)OCC2=CC=CC=C2 (1S,4S,5R)-benzyl 5-((5-cyclopropyl-3-(2,6-dichloro-4-methoxyphenyl)isoxazol-4-yl)methoxy)-2-azabicyclo[2.2.1]heptane-2-carboxylate